C(C1=CC=CC=C1)O[C@H]1[C@@H](O[C@@H]([C@H]1OCC1=CC=CC=C1)COCC1=CC=CC=C1)C1=CN=C2C(=NC(=NN21)C2CC2)NC2CCCC2 7-[(2S,3S,4R,5R)-3,4-bis(benzyloxy)-5-[(benzyloxy)methyl]oxolan-2-yl]-N-cyclopentyl-2-cyclopropylimidazo[2,1-f][1,2,4]triazin-4-amine